CC(C)C=1N=C(C2=C(N1)C=CS2)N 2-(propan-2-yl)thieno[3,2-d]pyrimidin-4-amine